C(C)(C)C1=CC(=C(C=C1)C1(C(C2=CC=CC=C2C1=O)=O)NC(=O)N)OC 1-(2,3-Dihydro-2-(4-isopropyl-2-methoxyphenyl)-1,3-dioxo-1H-inden-2-yl)urea